ClC=1C(=NC(=NC1)NC1=CC=C(C=N1)N1CCN(CC1)C(C)=O)C1=C(N=C(S1)CC)C 1-(4-(6-((5-chloro-4-(2-ethyl-4-methylthiazol-5-yl)-pyrimidin-2-yl)amino)pyridin-3-yl)piperazin-1-yl)ethan-1-one